ClP(C1=C(C(=C(C(=C1F)F)F)F)F)C1=C(C(=C(C(=C1F)F)F)F)F chlorobis(pentafluorophenyl)phosphine